C(C#CC)(=O)N[C@@H]1C[C@@H](CCC1)C1=C2C3=C(NC2=C(C=C1F)C(=O)N)CCC3 8-[(1R,3S)-3-(but-2-ynoylamino)cyclohexyl]-7-fluoro-1,2,3,4-tetrahydrocyclopenta[b]Indole-5-carboxamide